BrC=1C2=CN(N=C2C(=CC1)Cl)C 4-bromo-7-chloro-2-methyl-2H-indazole